1-(4-(6-chloro-8-fluoro-7-(5-methyl-1H-indazol-4-yl)-2-(2-(pyrimidin-2-yl)ethoxy)quinazolin-4-yl)piperazin-1-yl)prop-2-en-1-one ClC=1C=C2C(=NC(=NC2=C(C1C1=C2C=NNC2=CC=C1C)F)OCCC1=NC=CC=N1)N1CCN(CC1)C(C=C)=O